CC1=CC=CC(=N1)C=1N=C2N(C=CC=C2)C1C=1C=C2C=C(C=NC2=CC1)N1CCNCC1 6-[2-(6-methyl-2-pyridyl)imidazo[1,2-a]pyridin-3-yl]-3-piperazin-1-yl-quinoline